3,7-bis(methylamino)phenothiazin-5-ium iodide [I-].CNC=1C=CC2=NC3=CC=C(C=C3[S+]=C2C1)NC